(±)-4-(5-Cyclopropyl-3-(2-((2R)-2-hydroxy-7-azabicyclo[2.2.1]heptan-7-yl)acetyl)-2-methyl-1H-pyrrol-1-yl)-benzonitrile C1(CC1)C1=CC(=C(N1C1=CC=C(C#N)C=C1)C)C(CN1C2[C@@H](CC1CC2)O)=O